BrC1=CC=C(C=C1)C1NC(OC1)=O 4-(4-bromophenyl)-oxazolidin-2-one